ClC=1C(=NC(=CC1)Cl)N1N(C(=C(C1=O)NC(C1=CC=C(C=C1)OC(F)F)=O)C1=C(C=C(C=C1O)OC)F)C N-[2-(3,6-dichloropyridin-2-yl)-5-(2-fluoro-6-hydroxy-4-methoxyphenyl)-1-methyl-3-oxo-2,3-dihydro-1H-pyrazol-4-yl]-4-(difluoromethoxy)benzamide